C(C1=CC=CC=C1)N(C1CCC(CC1)NCCS(=O)(=O)C)CC1=CC=CC=C1 (1r,4r)-N1,N1-dibenzyl-N4-(2-(methylsulfonyl)ethyl)cyclohexane-1,4-diamine